C(C)(C)C1=CC2=C(C=C(C2=C(C=C1)C)SC1=CC=C(C=C1)[N+](=O)[O-])C 5-isopropyl-3,8-dimethyl-azulen-1-yl-(4-nitrophenyl)sulfane